5-(8-((1S,2S)-2-(3-methoxyphenyl)cyclopropyl)imidazo[1,2-b]pyridazin-6-yl)pyrimidine-2,4(1H,3H)-dione COC=1C=C(C=CC1)[C@@H]1[C@H](C1)C=1C=2N(N=C(C1)C=1C(NC(NC1)=O)=O)C=CN2